NC1=C2N=CN(C2=NC(=N1)Cl)[C@H]1[C@H]([C@@H]([C@H](O1)COC(CC(=O)O)(C(=O)OCC)C(=O)OCC)O)F 3-(((2r,3r,4s,5r)-5-(6-amino-2-chloro-9H-purin-9-yl)-4-fluoro-3-hydroxytetrahydrofuran-2-yl)methoxy)-4-ethoxy-3-(ethoxycarbonyl)-4-oxobutanoic acid